4-((1'R,5'R)-5'-(tert-butyl)-2'-methylenecyclohexyl)butan-2-one C(C)(C)(C)C1CCC(C(C1)CCC(C)=O)=C